O.N[C@H](C(=O)N1[C@H]2C[C@H]2C[C@H]1C#N)C12CC3(CC(CC(C1)C3)C2)O (1S,3S,5S)-2-[(2S)-2-Amino-2-(3-hydroxytricyclo[3.3.1.13,7]dec-1-yl)acetyl]-2-azabicyclo[3.1.0]hexane-3-carbonitrile monohydrate